(4-(2-Chloro-3-fluorophenyl)Piperidin-1-yl)(5-(cyclopropylmethyl)-4,5,6,7-tetrahydro-1H-pyrazolo[4,3-c]pyridin-3-yl)methanone ClC1=C(C=CC=C1F)C1CCN(CC1)C(=O)C1=NNC2=C1CN(CC2)CC2CC2